N[C@@H](C(=O)O[C@@H]1C[C@H]2N(CCC3=CC(=C(C=C23)OC)OC)C[C@H]1CC(C)C)C(C)C (2R,3R,11br)-9,10-dimethoxy-3-(2-methylpropyl)-1h,2h,3h,4h,6h,7h,11bh-pyrido[2,1-a]isoquinolin-2-yl (2R)-2-amino-3-methylbutanoate